C(C)(C)(C)OC(=O)N1CCC(CC1)CN1CCC(CC1)C1CCN(CC1)C1=CC=CC=2N(C(N(C21)C)=O)C2C(NC(CC2)=O)=O 4-((1'-(1-(2,6-dioxopiperidin-3-yl)-3-methyl-2-oxo-2,3-dihydro-1H-benzo[d]imidazol-4-yl)-[4,4'-bipiperidin]-1-yl)methyl)piperidine-1-carboxylic acid tert-butyl ester